O1C(CCCC1)OCCCSC(C(=O)O)CCCCCCCCCCCCCC ((3-((tetrahydro-2H-pyran-2-yl)oxy)propyl)thio)hexadecanoic acid